(S)-N-(1-cyclobutyl-6-(trifluoromethyl)-1H-benzo[d]imidazol-2-yl)-2,2-dimethylcyclopropane-1-carboxamide C1(CCC1)N1C(=NC2=C1C=C(C=C2)C(F)(F)F)NC(=O)[C@@H]2C(C2)(C)C